(R)-N-ethyl-1-(4-(3-iodo-7-(methylthio)pyrazolo[1,5-c]pyrimidin-5-yl)-5-methoxypyridin-2-yl)ethan-1-amine C(C)N[C@H](C)C1=NC=C(C(=C1)C1=CC=2N(C(=N1)SC)N=CC2I)OC